BrC1=C(SC=C1)C(=O)N1CCNCC1 4-(3-bromothiophene-2-carbonyl)piperazine